3,3'-(6-phenyl-1,3,5-triazine-2,4-diyl)bis(9-phenyl-9H-carbazole) C1(=CC=CC=C1)C1=NC(=NC(=N1)C=1C=CC=2N(C3=CC=CC=C3C2C1)C1=CC=CC=C1)C=1C=CC=2N(C3=CC=CC=C3C2C1)C1=CC=CC=C1